ClC=1C=NC=C(C1[C@@H](C)OC=1C=C2C(=NNC2=CC1F)C=1C=NC(=CC1)N1CC2(C1)CN(C2)S(=O)(=O)C)Cl (R)-5-(1-(3,5-dichloropyridin-4-yl)ethoxy)-6-fluoro-3-(6-(6-(methylsulfonyl)-2,6-diazaspiro[3.3]heptan-2-yl)pyridin-3-yl)-1H-indazole